N-[4-(2,4-difluorophenoxy)-3-(1,5-dimethyl-6-oxopyridin-3-yl)phenyl]ethanesulfonamide FC1=C(OC2=C(C=C(C=C2)NS(=O)(=O)CC)C2=CN(C(C(=C2)C)=O)C)C=CC(=C1)F